ClC1=NC=CC(=N1)\C=C\C1=CC=CC=C1 (E)-2-chloro-4-styrylpyrimidine